3-(7-((1-(2-isopropylisonicotinoyl)piperidin-4-yl)oxy)-1-methyl-1H-indazol-3-yl)piperidine-2,6-dione C(C)(C)C=1C=C(C(=O)N2CCC(CC2)OC=2C=CC=C3C(=NN(C23)C)C2C(NC(CC2)=O)=O)C=CN1